trimethyl-silicon caprylate C(CCCCCCC)(=O)[O-].C[Si+](C)C